tert-butyl (3aS,6aS)-4-(4-(2,6-dioxopiperidin-3-yl)phenyl)hexahydropyrrolo[3,2-b]pyrrole-1(2H)-carboxylate O=C1NC(CCC1C1=CC=C(C=C1)N1CC[C@@H]2N(CC[C@@H]21)C(=O)OC(C)(C)C)=O